CN(CC1=CC(=CC=C1)[C@@H]1NC[C@H](CC1)C)C N,N-dimethyl-1-(3-((2R,5S)-5-methylpiperidin-2-yl)phenyl)methanamine